(2R,4R)-benzyl 2-(5-(3-cyclopropyl-1-((R)-1,1-dimethylethylsulfinamido)-1-phenylpropyl)-2-fluorophenylcarbamoyl)-4-methoxypyrrolidine-1-carboxylate C1(CC1)CCC(C1=CC=CC=C1)(N[S@](=O)C(C)(C)C)C=1C=CC(=C(C1)NC(=O)[C@@H]1N(C[C@@H](C1)OC)C(=O)OCC1=CC=CC=C1)F